N-(4-((3-(cyclopropylsulfonyl)pyridin-2-yl)amino)-5-propionylpyridin-2-yl)cyclopropanecarboxamide C1(CC1)S(=O)(=O)C=1C(=NC=CC1)NC1=CC(=NC=C1C(CC)=O)NC(=O)C1CC1